NC1=NN(C2=CC(=CC=C12)F)C(=O)NC1=NC(=CC=C1)C1=NN=CN1C(C)C 3-amino-6-fluoro-N-(6-(4-isopropyl-4H-1,2,4-triazol-3-yl)pyridin-2-yl)-1H-indazole-1-carboxamide